C1(CC1)[C@H](C)NC(OC1CCCC1)=O cyclopentyl ((S)-1-cyclopropylethyl)carbamate